tert-butyl (trans-4-hydroxypyrrolidin-3-yl)carbamate O[C@H]1[C@@H](CNC1)NC(OC(C)(C)C)=O